methyl 3-(2-methyl-1,3-dioxo-2,3-dihydro-1H-benzo[de]isoquinolin-5-yl)-7-ureido-2-naphthoate CN1C(C2=CC=CC=3C2=C(C1=O)C=C(C3)C=3C(=CC1=CC(=CC=C1C3)NC(=O)N)C(=O)OC)=O